NC1=C2C(=NC=N1)N(N=C2C2=CC=C(C=C2)OC2=CC=CC=C2)C2CCC(CC2)C(=O)N2CC(C2)N2CCN(CC2)C=2C=C1CN(C(C1=CC2)=O)C2C(NC(CC2)=O)=O 3-(5-(4-(1-(4-(4-amino-3-(4-phenoxyphenyl)-1H-pyrazolo[3,4-d]pyrimidin-1-yl)cyclohexane-1-carbonyl)azetidin-3-yl)piperazin-1-yl)-1-oxoisoindolin-2-yl)piperidine-2,6-dione